benzo[c]cinnolin-3-ylboronic acid C1=CC(=CC=2N=NC=3C=CC=CC3C21)B(O)O